NC1=C2C(=NC=N1)N(N=C2C2=CC=C(C=C2)OC2=CC=CC=C2)C2CCN(CC2)[C@H]2[C@@H](CN(CC2)C(=O)OC(C)(C)C)F trans-tert-butyl 4-[4-[4-amino-3-(4-phenoxyphenyl)pyrazolo[3,4-d]pyrimidin-1-yl]-1-piperidyl]-3-fluoro-piperidine-1-carboxylate